N-[4-(3-chloro-4-cyano-phenoxy)cyclohexyl]-5-(4-formyl-1-piperidyl)pyridine-2-carboxamide ClC=1C=C(OC2CCC(CC2)NC(=O)C2=NC=C(C=C2)N2CCC(CC2)C=O)C=CC1C#N